5-(pyrazin-2-yl)-1,3,4-thiadiazole N1=C(C=NC=C1)C1=NN=CS1